2-(4-chlorobutyl)-4-[(E)-2-phenylethenyl]-2,3-dihydropyridazin-3-one ClCCCCN1N=CC=C(C1=O)\C=C\C1=CC=CC=C1